FC(C1=NC=C2N1CC(=CN2C2=CC=C(C=C2)C(F)(F)F)C(=O)OCC)(F)F ethyl 6-(trifluoromethyl)-1-(4-(trifluoromethyl) phenyl)-1,4-dihydroimidazo[1,5-a]pyrimidine-3-carboxylate